OC(O)N(C(=O)N)N1CNCC1 bis(hydroxy)methylimidazolidinyl-urea